Tert-butyl 5-{[2-(2,2-difluoroethyl)phenyl]carbamothioyl}-4-hydroxy-6-oxo-3,6-dihydropyridine-1(2H)-carboxylate FC(CC1=C(C=CC=C1)NC(=S)C1=C(CCN(C1=O)C(=O)OC(C)(C)C)O)F